2-(1-methylpyrrolidin-2-yl)propanamide CN1C(CCC1)C(C(=O)N)C